BrC1=CC2=C(SC=C2)C(=C1)C#N 5-bromo-7-cyanobenzo[b]thiophene